C(C=C)(=O)N1CC2(C1)CN(CC2)C=2N=C(C1=C(N2)N(CCC1)[C@H](CC(=O)NC)CC(C)C)C1=C(C=CC=C1)F (S)-3-(2-(2-acryloyl-2,6-diazaspiro[3.4]octan-6-yl)-4-(2-fluorophenyl)-6,7-dihydropyrido[2,3-d]pyrimidin-8(5H)-yl)-N,5-dimethylhexanamide